1-bromo-3-iodo-5-nitrobenzene BrC1=CC(=CC(=C1)[N+](=O)[O-])I